O=C1C(C(CC(C1)C1=CC=CC=C1)=O)=CN[C@@H](C)C(=O)OCC1=CC=CC=C1 benzyl ((2,6-dioxo-4-phenylcyclohexylidene)methyl)-L-alaninate